C(C=C)(=O)N1[C@@H](CC(CC1)N1N=NC=2C(=NC=3C(=C(C(=CC3C21)Cl)C2=CC=CC1=CC=CC(=C21)Cl)F)N2CC(C2)N(C)CC)CC#N 2-((2S)-1-acryloyl-4-(8-chloro-7-(8-chloronaphthalen-1-yl)-4-(3-(ethyl(methyl)amino)-azetidin-1-yl)-6-fluoro-1H-[1,2,3]triazolo[4,5-c]quinolin-1-yl)piperidin-2-yl)acetonitrile